OC(C)C=1C=C(C=CC1)NC1=C(C(=O)O)C=CC=C1[N+](=O)[O-] 2-((3-(1-hydroxyethyl)phenyl)amino)-3-nitrobenzoic acid